(5-chloro-2,3-difluoro-6-methoxy-phenyl)-3-carbamimidoyl-guanidine ClC=1C=C(C(=C(C1OC)NC(=N)NC(N)=N)F)F